2-chloro-4-(octahydro-2H-isoindol-2-yl)benzonitrile hydrochloride Cl.ClC1=C(C#N)C=CC(=C1)N1CC2CCCCC2C1